BrC1=C(C=C(C=C1)C)CN1C(CCC2=CC(=CC=C12)[N+](=O)[O-])=O 1-[(2-bromo-5-methylphenyl)methyl]-6-nitro-3,4-dihydroquinolin-2-one